C(C)OP(=O)(OCC)C(C(=O)OCC)C[C@@H](C(F)(F)F)NS(=O)(=O)C1=CC=C(C=C1)C Ethyl (4S)-2-(diethoxyphosphoryl)-5,5,5-trifluoro-4-((4-methylphenyl)sulfonamido)pentanoate